(3R,4R)-4-(3,4-dihydroisoquinolin-2(1H)-yl)-3-hydroxypiperidine C1N(CCC2=CC=CC=C12)[C@H]1[C@@H](CNCC1)O